(4-(1-methyl-1H-pyrazol-4-yl)pyridin-2-yl)methylamine HCl salt Cl.CN1N=CC(=C1)C1=CC(=NC=C1)CN